Br[GeH3] monobromogermane